1-(5-chloro-3-fluoropyridin-2-yl)-4-(4-chlorobenzyl)-3-(oxetan-3-yl)piperazine-2,5-dione ClC=1C=C(C(=NC1)N1C(C(N(C(C1)=O)CC1=CC=C(C=C1)Cl)C1COC1)=O)F